ClC1=C(C=CC(=C1)F)C1=CC(=CN1)S(=O)(=O)NC1=C(C=C(C=C1)C#N)F 5-(2-chloro-4-fluoro-phenyl)-N-(4-cyano-2-fluoro-phenyl)-1H-pyrrole-3-sulfonamide